C(C)OC1CNCCC1 3-ethoxypiperidine